(R) or (S)-3-fluoro-5-(2-hydroxypropan-2-yl)-N'-((1-oxo-1,2,3,5,6,7-hexahydro-s-indacen-4-yl)carbamoyl)thiophene-2-sulfonimidamide FC1=C(SC(=C1)C(C)(C)O)[S@@](=O)(N)=NC(NC1=C2CCC(C2=CC=2CCCC12)=O)=O |o1:10|